CC1=C(C=C(C=C1)C#N)B(O)O 2-Methyl-5-cyanophenylboronic acid